magnesium carbonate, monohydrate O.C([O-])([O-])=O.[Mg+2]